(p-cumylbenzene) ruthenium(II) chloride [Ru](Cl)Cl.C(C)(C)(C1=CC=CC=C1)C1=CC=CC=C1